C1(=CC(=CC=C1)C(CCC(=O)C=1C=C(C=CC1)C)=O)C 1,4-di-m-tolylbutane-1,4-dione